C1(CCCC1)OC=1C=C(C=CC1)C=1C(=C(C=CC1)C1=CC(=C(C=C1)NC(C)=O)F)O N-(3''-(Cyclopentyloxy)-3-fluoro-2'-hydroxy-[1,1':3',1''-terphenyl]-4-yl)acetamide